C1(CCCCC1)N(S(=O)=O)C=CC1=CC=C(C=C1)OC N-cyclohexyl-N-(4-methoxyphenyl)vinylsulfonamide